tert-butyl (2-((7-(8-chloronaphthalen-1-yl)-2-((tetrahydro-1H-pyrrolizin-7a(5H)-yl)methoxy)-5,6,7,8-tetrahydropyrido[3,4-d]pyrimidin-4-yl)(methyl)amino)ethyl)carbamate ClC=1C=CC=C2C=CC=C(C12)N1CC=2N=C(N=C(C2CC1)N(CCNC(OC(C)(C)C)=O)C)OCC12CCCN2CCC1